benzyl (2S)-2-(cyanomethyl)-4-[7-(3-methoxy-1-naphthyl)-2-[[(2S)-1-methylpyrrolidin-2-yl]methoxy]-6,8-dihydro-5H-pyrido[3,4-d]pyrimidin-4-yl]piperazine-1-carboxylate C(#N)C[C@@H]1N(CCN(C1)C=1C2=C(N=C(N1)OC[C@H]1N(CCC1)C)CN(CC2)C2=CC(=CC1=CC=CC=C21)OC)C(=O)OCC2=CC=CC=C2